4-(3-(3-(1H-indol-6-yl)ureido)butyl)phenyl acetate hydrochloride Cl.C(C)(=O)OC1=CC=C(C=C1)CCC(C)NC(=O)NC1=CC=C2C=CNC2=C1